C(CCCCCCCC)(=O)OCC(COC(CCCCCCCC)=O)(COC(CCCCCCCC)=O)CO 2-(hydroxymethyl)-2-((nonanoyloxy)methyl)propane-1,3-diyl dinonanoate